N-methyl-N-(1-(5-(2-((4-(trifluoromethyl)phenyl)amino)phenyl)-1,3,4-oxadiazol-2-yl)propan-2-yl)cyanamide CN(C#N)C(CC=1OC(=NN1)C1=C(C=CC=C1)NC1=CC=C(C=C1)C(F)(F)F)C